N-((3-(4-amino-7-isopropylimidazo[5,1-f][1,2,4]triazin-5-yl)bicyclo[1.1.1]pentan-1-yl)methyl)-5-fluoro-2-methoxybenzamide NC1=NC=NN2C1=C(N=C2C(C)C)C21CC(C2)(C1)CNC(C1=C(C=CC(=C1)F)OC)=O